N-hydroxy-4-((4-((((1R,2S)-2-phenylcyclopropyl)amino)methyl)-1H-pyrazol-1-yl)methyl)benzamide ONC(C1=CC=C(C=C1)CN1N=CC(=C1)CN[C@H]1[C@@H](C1)C1=CC=CC=C1)=O